4,6-Bis{4-[(5-dimethylaminopentyl)aminomethyl]phenyl}-1-phenyl-1H-pyrazolo[3,4-d]pyrimidine oxalate C(C(=O)O)(=O)O.CN(CCCCCNCC1=CC=C(C=C1)C1=C2C(=NC(=N1)C1=CC=C(C=C1)CNCCCCCN(C)C)N(N=C2)C2=CC=CC=C2)C